ClC1=CC=C2C(N(C=NC2=C1)CC1CCN(CC1)C(CCC1=CC=CC=C1)=O)=O 7-chloro-3-((1-(3-phenylpropionyl)piperidin-4-yl)methyl)quinazolin-4(3H)-one